[N+](=O)([O-])C1=CC=C(C(=O)N2C(=CC=C2)C=O)C=C1 1-(4-nitrobenzoyl)pyrrole-2-carbaldehyde